tributyl-[4-chloro-5-(difluoromethoxy)-1-methyl-pyrazol-3-yl]stannane C(CCC)[Sn](C1=NN(C(=C1Cl)OC(F)F)C)(CCCC)CCCC